C(C)(C)(C)OC(=O)N[C@H](C(=O)O)COCC=1C=NC=C(C1)F (S)-2-((tert-Butoxycarbonyl)amino)-3-((5-fluoropyridin-3-yl)methoxy)propanoic acid